Ethyl 5-{3-[5-({[(7-cyclopentylpyrazolo[1,5-a]pyrimidin-6-yl)amino]carbonyl}amino)-3-methylpyridin-2-yl]-1,2,4-oxadiazol-5-yl}pentanoate C1(CCCC1)C1=C(C=NC=2N1N=CC2)NC(=O)NC=2C=C(C(=NC2)C2=NOC(=N2)CCCCC(=O)OCC)C